C1=CC=C(C=C1)C/C(=N/O)/SC[C@@H](C(=O)NCC(=O)O)NC(=O)CC[C@@H](C(=O)O)N The molecule is a glutathione conjugate in which the mercapto hydrogen of glutathione has been replaced by an N-hydroxy-2-phenylethanimidoyl group. It is a N-hydroxyimidothioate and a glutathione conjugate. It is a conjugate acid of a (Z)-1-(glutathione-S-yl)-2-phenylacetohydroximate(1-).